2,5-dioxapyrrolidin-1-yl 4-(hydroxymethyl)-3-nitrobenzoate OCC1=C(C=C(C(=O)ON2OCCO2)C=C1)[N+](=O)[O-]